CC1(OC2=C(C1)C=C(C(=C2)N2CCC1(CC(NC1)=O)CC2)NC(=O)C=2C=NN1C2N=CC=C1)C N-(2,2-dimethyl-6-(3-oxo-2,8-diazaspiro[4.5]decan-8-yl)-2,3-dihydrobenzo-furan-5-yl)pyrazolo[1,5-a]pyrimidine-3-carboxamide